C(C)(C)(C)OC(=O)N1CC2C(C1)CC(C2)NC2=C(C=NC1=NC(=CC=C21)OC)C(=O)OCC Ethyl 4-((2-(tert-butoxycarbonyl) octahydrocyclopenta[c]pyrrol-5-yl) amino)-7-methoxy-1,8-naphthyridine-3-carboxylate